1-(4-(4-AMINO-7-(2-HYDROXYETHYL)-7H-PYRROLO[2,3-D]PYRIMIDIN-5-YL)-2-FLUOROPHENYL)-3-(5-(1-(TRIFLUOROMETHYL)CYCLOPROPYL)ISOXAZOL-3-YL)UREA NC=1C2=C(N=CN1)N(C=C2C2=CC(=C(C=C2)NC(=O)NC2=NOC(=C2)C2(CC2)C(F)(F)F)F)CCO